BrCCOCCCN1C(=NC2=C1C=CC=C2C(=O)OC)C methyl 1-(3-(2-bromoethoxy)propyl)-2-methyl-1H-benzo[d]imidazole-4-carboxylate